2-(propan-2-yl)-9H-thioxanthen-9-one CC(C)C1=CC=2C(C3=CC=CC=C3SC2C=C1)=O